5-((1-(3-(3-(Dimethylamino)piperidin-1-yl)phenyl)-1H-imidazol-4-yl)amino)pyrazine-2-carbonitrile CN(C1CN(CCC1)C=1C=C(C=CC1)N1C=NC(=C1)NC=1N=CC(=NC1)C#N)C